(S)-1-methyl-N-(3-(1-((1-methyl-1H-pyrazolo[3,4-b]pyrazin-6-yl)amino)ethyl)phenyl)-1H-benzo[d]imidazole-6-carboxamide CN1C=NC2=C1C=C(C=C2)C(=O)NC2=CC(=CC=C2)[C@H](C)NC2=CN=C1C(=N2)N(N=C1)C